3-[(Phenylsulfonyl)hydrazinylidene]-nitrobenzene C1(=CC=CC=C1)S(=O)(=O)NN=C1CC(=CC=C1)[N+](=O)[O-]